FC(C=1C=NC=CC1OCC1CCN(CC1)C(=O)OC(C)(C)C)(F)F tert-butyl 4-(((3-(trifluoromethyl)pyridin-4-yl)oxy)methyl)piperidine-1-carboxylate